C(C1=CC=CC=C1)O[C@@H]1[C@H](O[C@H]([C@@H]1OC([2H])([2H])[2H])N1C(N(C(C=C1)=O)COCC1=CC=CC=C1)=O)C(=O)O (2S,3S,4R,5R)-3-(benzyloxy)-5-(3-((benzyloxy)methyl)-2,4-dioxo-3,4-dihydropyrimidine-1(2H)-yl)-4-(methoxy-d3)tetrahydrofuran-2-carboxylic acid